tert-butyl(3-((1r,3r)-3-(bromomethyl) cyclobutoxy)propyl)(methyl)carbamate C(C)(C)(C)OC(N(C)CCCOC1CC(C1)CBr)=O